C(C)(=O)N1CCC(CC1)NCC=1C(=CC(=NC1)C(=O)NC1=C(C(=CC=C1)C1=NC=CC(=C1Cl)C1=NC(=C(C=C1)CNCC1NC(CC1)=O)OC)C)OC 5-(((1-acetylpiperidin-4-yl)amino)methyl)-N-(3-(3'-chloro-6-methoxy-5-((((5-oxopyrrolidin-2-yl)methyl)amino)methyl)-[2,4'-bipyridin]-2'-yl)-2-methylphenyl)-4-methoxypicolinamide